O=C1NN=C(C2=CC=CC(=C12)[C@H]1OCCC1)CNC(OC(C)(C)C)=O (S)-tert-butyl ((4-oxo-5-(tetrahydrofuran-2-yl)-3,4-dihydrophthalazin-1-yl)methyl)carbamate